4-(benzoylcarbamoyl)piperazine-1-carboxylic acid tert-butyl ester C(C)(C)(C)OC(=O)N1CCN(CC1)C(NC(C1=CC=CC=C1)=O)=O